N-(4-fluoro-3-methylphenyl)-1,4-dimethyl-5-(2-(((1s,4s)-4-(methylsulfonyl)cyclohexyl)amino)-2-oxoacetyl)-2-(pyridin-3-yl)-1H-pyrrole-3-carboxamide FC1=C(C=C(C=C1)NC(=O)C1=C(N(C(=C1C)C(C(=O)NC1CCC(CC1)S(=O)(=O)C)=O)C)C=1C=NC=CC1)C